2,3,5,6-tetra(4-carboxyphenyl)thieno[3,2-b]thiophene C(=O)(O)C1=CC=C(C=C1)C1=C(C2=C(S1)C(=C(S2)C2=CC=C(C=C2)C(=O)O)C2=CC=C(C=C2)C(=O)O)C2=CC=C(C=C2)C(=O)O